ClC1=CC=C(CN2N=C3C(CN(CC3(C)C)CC3=CC(=CC(=C3)F)F)C2=O)C=C1 2-(4-chlorobenzyl)-5-(3,5-difluorobenzyl)-7,7-dimethyl-2,3a,4,5,6,7-hexahydro-3H-pyrazolo[4,3-c]pyridin-3-one